rac-7-(((6-cyclopropyl-8-(3-methyl-2,4-dioxoimidazolidin-1-yl)imidazo[1,2-a]pyridin-2-yl)methyl)amino)-2-((1S*,2S*)-2-(4-methylpyrimidin-2-yl)cyclopropyl)quinoline-4-carbonitrile C1(CC1)C=1C=C(C=2N(C1)C=C(N2)CNC2=CC=C1C(=CC(=NC1=C2)[C@@H]2[C@H](C2)C2=NC=CC(=N2)C)C#N)N2C(N(C(C2)=O)C)=O |r|